5-(piperidin-4-yl)-N-(4-(pyridin-2-ylaminomethyl)phenyl)-1-((2-(trimethylsilyl)ethoxy)methyl)-1,5-dihydro-1,4,5,6,8-pentazaacenaphthylen-3-amine N1CCC(CC1)N1N=C(C2=CN(C=3N=CN=C1C32)COCC[Si](C)(C)C)NC3=CC=C(C=C3)CNC3=NC=CC=C3